C(CCC)[Sn](C(C)=O)(C(C)=O)CCCC dibutyldiacetyl-tin